C(CCCC=CCC)O 5-octen-1-ol